(4-((4-Methylpiperazin-1-yl)methyl)-3-(trifluoromethyl)phenyl)-5-((6-(oxetan-3-ylmethoxy)imidazo[1,2-b]pyridazin-3-yl)ethynyl)nicotinamide CN1CCN(CC1)CC1=C(C=C(C=C1)C1=C(C(=O)N)C=C(C=N1)C#CC1=CN=C2N1N=C(C=C2)OCC2COC2)C(F)(F)F